NC(CC(=O)O)C(NCC(C(=O)OC)C(=O)OC)=O 3-amino-3-{[3-methoxy-2-(methoxycarbonyl)-3-oxopropyl]carbamoyl}propanoic acid